1-(tert-butyl) 2-methyl (3R)-2-(2-(((tert-butyldimethylsilyl)oxy)methyl)allyl)-3-methoxypyrrolidine-1,2-dicarboxylate [Si](C)(C)(C(C)(C)C)OCC(CC1(N(CC[C@H]1OC)C(=O)OC(C)(C)C)C(=O)OC)=C